CN1N=CC(=C1)C1CN(CC1)C(=O)OC(C)(C)C tert-butyl 3-(1-methylpyrazol-4-yl)pyrrolidine-1-carboxylate